Butyl (E)-3-[2-(4-cyanophenyl)-1H-indol-3-yl]propanoate C(#N)C1=CC=C(C=C1)C=1NC2=CC=CC=C2C1CCC(=O)OCCCC